5-((4-Chloro-2-fluorobenzyl)thio)-6-(6-hydroxypyridazin-3-yl)thiazolo[4,5-d]pyrimidin-7(6H)-one ClC1=CC(=C(CSC=2N(C(C3=C(N2)N=CS3)=O)C=3N=NC(=CC3)O)C=C1)F